4-(4-(2-((1-(tert-butyl)-1H-pyrazol-4-yl)amino)-2-oxoethyl)-3-fluorophenoxy)-N,N-dimethylquinazoline-6-carboxamide C(C)(C)(C)N1N=CC(=C1)NC(CC1=C(C=C(OC2=NC=NC3=CC=C(C=C23)C(=O)N(C)C)C=C1)F)=O